C(CCC)C1=CC=C(C=C1)C=1C(=CC=CC1)B(O)O 4'-butylbiphenylboronic acid